5-cyclopropyl-3-(2,6-dichlorophenyl)-1,2-oxazole-4-carboxylic acid (1S,4S,5R)-2-[4-[(tert-butoxy) carbonyl]-2-fluorophenyl]-2-azabicyclo[2.2.1]heptane-5-yl ester C(C)(C)(C)OC(=O)C1=CC(=C(C=C1)N1[C@@H]2C[C@H]([C@H](C1)C2)OC(=O)C=2C(=NOC2C2CC2)C2=C(C=CC=C2Cl)Cl)F